trans-3-undecene-1,11-dicarboxylic anhydride C1C\C=C\CCCCCCCC(=O)OC1=O